(R)-2,2,5,5-Tetramethyl-[1,3]dioxane-4-carboxylic acid [(S)-2-(5-chloro-2,4-difluoro-benzoylamino)-propyl]-amide ClC=1C(=CC(=C(C(=O)N[C@H](CNC(=O)[C@@H]2OC(OCC2(C)C)(C)C)C)C1)F)F